O1CCN(CC1)CCN1C=NC2=CC=C(C=C2C1=O)C=1C=CC2=C(NC(=N2)NC(CCCC)=O)C1 N-(6-(3-(2-morpholinoethyl)-4-oxo-3,4-dihydroquinazolin-6-yl)-1H-benzo[d]imidazol-2-yl)pentanamide